C(CC)C(CCCCC)C1C(OC(C1)=O)=O 3-(1-propylhexyl)tetrahydrofuran-2,5-dione